bis(2-butyloctyl) 10-(N-(3-(dimethylamino)propyl)-3-(pentyldisulfaneyl) propanamido)nonadecanedioate CN(CCCN(C(CCSSCCCCC)=O)C(CCCCCCCCC(=O)OCC(CCCCCC)CCCC)CCCCCCCCC(=O)OCC(CCCCCC)CCCC)C